2-(piperazin-1-yl)pyrazineamide N1(CCNCC1)C1(NC=CN=C1)C(=O)N